4-(3-((1E,3E,5E,7Z)-3,7-dimethyl-9-oxo-9-(phenylamino)nona-1,3,5,7-tetraen-1-yl)-2,4,4-trimethylcyclohex-2-en-1-yl)thiazole-2-carboxylic acid C/C(/C=C/C1=C(C(CCC1(C)C)C=1N=C(SC1)C(=O)O)C)=C\C=C\C(=C/C(NC1=CC=CC=C1)=O)\C